BrC1=CC=C(C=2N(C(=NC21)C2=CC=CC=C2)C)Br 4,7-dibromo-1-methyl-2-phenyl-1H-benzimidazole